COC1=C(CN2CC=3N=C(OC3C2=O)C=2C=NC(=CC2)N2CCCC2)C=CC(=C1)OC 5-(2,4-dimethoxybenzyl)-2-(6-(pyrrolidin-1-yl)pyridin-3-yl)-4,5-dihydro-6H-pyrrolo[3,4-d]oxazol-6-one